1-mercapto-2,2-propanediol SCC(C)(O)O